N-(tetrahydro-2H-pyran-4-yl)-5-(thieno[3,2-c]pyridin-2-yl)-7H-pyrrolo[2,3-d]pyrimidin-2-amine O1CCC(CC1)NC=1N=CC2=C(N1)NC=C2C2=CC=1C=NC=CC1S2